tert-butyl (1-(2-chloroquinolin-5-yl)cyclopropyl)carbamate ClC1=NC2=CC=CC(=C2C=C1)C1(CC1)NC(OC(C)(C)C)=O